C1(=CC=CC=C1)C1=NC(=NC(=N1)C1=CC=CC=C1)C=1C=C(C=CC1)C1=NC=C(C(=C1)C)C1=CC=CC=C1 2-[3-(4,6-diphenyl-1,3,5-triazin-2-yl)phenyl]-4-methyl-5-phenylpyridine